N,N'-bis(salicylidene)ethylenediamine cobalt(II) [Co+2].C(C=1C(O)=CC=CC1)=NCCN=CC=1C(O)=CC=CC1